(R)-2-(1-(3-chlorophenyl)-1H-pyrazol-4-yl)-N-(5-((1S,2R)-2-fluorocyclopropyl)-1H-pyrazol-3-yl)propanamide ClC=1C=C(C=CC1)N1N=CC(=C1)[C@H](C(=O)NC1=NNC(=C1)[C@H]1[C@@H](C1)F)C